4-Bromo-5-chloro-1-fluoro-2-(methoxymethoxy)naphthalene BrC1=CC(=C(C2=CC=CC(=C12)Cl)F)OCOC